OC(CCCCCSCC(CCCCCC)CCCCCCCCC(=O)O)CCCCCSCC(CCCCCC)CCCCCCCCC(=O)O.CN1N=C(C=C1)CCO 2-(1-methyl-1H-pyrazol-3-yl)ethanol ((6-hydroxyundecane-1,11-diyl)bis(sulfanediyl))bis(octane-1,2-diyl)dinonanoate